NCCOC=1C(=NC(=NC1Cl)Cl)C=1C=CC=2NC=3CCC(CC3C2N1)N 5-(2-aminoethoxy)-2,6-dichloro-pyrimidin-4-yl-6,7,8,9-tetrahydro-5H-pyrido[3,2-b]indol-8-amine